(2,3-dihydro-1H-inden-4-yl)-3-(1-(1-ethylazetidin-3-yl)-1H-pyrazol-4-yl)-6-methoxy-1H-pyrazolo[4,3-b]pyridine C1CCC2=C(C=CC=C12)N1N=C(C2=NC=C(C=C21)OC)C=2C=NN(C2)C2CN(C2)CC